C(C1=CC=CC=C1)N1C(C2=CC(=C(C=C2CC1)C(=O)O)OCC)=O 2-benzyl-7-ethoxy-1-oxo-1,2,3,4-tetrahydroisoquinoline-6-carboxylic acid